ethyl 5-(2-(N-butylbenzamido)ethyl)isoxazole-3-carboxylate C(CCC)N(C(C1=CC=CC=C1)=O)CCC1=CC(=NO1)C(=O)OCC